C(C=C)(=O)N1[C@H](CN(CC1)C1=NC(=NC=2C[C@@H](CCC12)N1CCCC2=CC=C(C=C12)F)OC[C@H]1N(CCC1)CC(F)F)CC#N 2-((S)-1-Acryloyl-4-((R)-2-(((S)-1-(2,2-difluoroethyl)pyrrolidin-2-yl)methoxy)-7-(7-fluoro-3,4-dihydroquinolin-1(2H)-yl)-5,6,7,8-tetrahydroquinazolin-4-yl)piperazin-2-yl)acetonitrile